COC(C1=NC=CC(=C1)C=1OC2=C(N1)C=C(C=C2)NC(CC)=O)=O 4-(5-(N-Methylacetylamino)benzo[d]oxazol-2-yl)picolinic acid methyl ester